P(=O)(O)(O)O.C(C=C)OCC=C allyl ether phosphate salt